N-methyl-pentyl-amine CNCCCCC